(Z)-N'-(3-Chloro-2-(hydroxymethyl)-2-methylpropanoyl)-3-(3-(3-(pentafluoro-sulfanyl)-5-(trifluoromethyl)phenyl)-1H-1,2,4-triazol-1-yl)acrylhydrazid ClCC(C(=O)NNC(\C=C/N1N=C(N=C1)C1=CC(=CC(=C1)C(F)(F)F)S(F)(F)(F)(F)F)=O)(C)CO